Ethyl-((tert-butoxycarbonyl) amino) pyrazolo[1,5-a]pyridine-3-carboxylate N1=CC(=C2N1C=CC=C2)C(=O)ON(C(=O)OC(C)(C)C)CC